C1(=CC=CC=C1)[C@H](C#N)C |r| (±)-2-phenylpropanenitrile